tert-butyl 2-(cyclopropanecarbonyl)-1-(6-(trifluoromethyl)-2,3-dihydrobenzofuran-3-yl)hydrazine-1-carboxylate C1(CC1)C(=O)NN(C(=O)OC(C)(C)C)C1COC2=C1C=CC(=C2)C(F)(F)F